(S)-1-(2-iodophenoxy)propan-2-amine IC1=C(OC[C@H](C)N)C=CC=C1